COCCOCOC1=C(C=C(C=C1)N1C(C2=CC=C(C=C2CC1)C=1C=C(C(=O)O)C=C(C1)C(F)(F)F)=O)NS(=O)(=O)C 3-(2-(4-((2-methoxyethoxy)methoxy)-3-(methylsulfonylamino)phenyl)-1-oxo-1,2,3,4-tetrahydroisoquinolin-6-yl)-5-(trifluoromethyl)benzoic acid